11,11',11'',11'''-(5-(2,6-dimethylpyridin-3-yl)-6-(4,6-diphenyl-1,3,5-triazin-2-yl)benzene-1,2,3,4-tetrayl)tetrakis(11H-benzo[a]carbazole) CC1=NC(=CC=C1C=1C(=C(C(=C(C1C1=NC(=NC(=N1)C1=CC=CC=C1)C1=CC=CC=C1)N1C2=CC=CC=C2C2=CC=C3C(=C12)C=CC=C3)N3C1=CC=CC=C1C1=CC=C2C(=C31)C=CC=C2)N2C3=CC=CC=C3C3=CC=C1C(=C23)C=CC=C1)N1C2=CC=CC=C2C2=CC=C3C(=C12)C=CC=C3)C